(2R,3S,5R)-5-(6-amino-2-fluoro-9H-purin-9-yl)-2-ethynyl-2-(hydroxymethyl)tetrahydrofuran-3-yl isopropylcarbamate C(C)(C)NC(O[C@@H]1[C@](O[C@H](C1)N1C2=NC(=NC(=C2N=C1)N)F)(CO)C#C)=O